2-(hept-2-yn-1-yl)-6-methyl-1,3,6,2-dioxazaborocan-4,8-dione C(C#CCCCC)B1OC(CN(CC(O1)=O)C)=O